C(C)N(CC(=O)O)C1CCN(CC1)C1=C(C=CC=C1)C#N.C(#N)C1=C(C=CC=C1)N1CCC(CC1)NCC(=O)OCC Ethyl (1-(2-Cyanophenyl)piperidin-4-yl)Glycinate [ethyl (1-(2-cyanophenyl)piperidin-4-yl)glycinate]